3-(6-methyl-5-((3S,5R)-5-methylpyrrolidin-3-yloxy)pyrazin-2-yl)-1H-indole-7-carbonitrile CC1=C(N=CC(=N1)C1=CNC2=C(C=CC=C12)C#N)O[C@@H]1CN[C@@H](C1)C